COC1=C(C=CC(=C1)OC)NC=1N=CC2=C(N1)C(=CS2)C2=CC=CC=C2 N-(2,4-dimethoxyphenyl)-7-phenylthieno[3,2-d]pyrimidin-2-amine